OC(=O)OC[C@@H](OC(=O)O)CO 1,2-dihydroxyformyl-sn-glycerol